C(C)(C)(C)OC(=O)N1CCC2(C[C@H]([C@H]2O)[C@@H]2N3C(C4=CC=CC=C24)=CN=C3)CC1 tert-Butyl-(1R,2S)-1-hydroxy-2-((S)-5H-imidazo[5,1-a]isoindol-5-yl)-7-azaspiro[3.5]nonan-7-carboxylat